C(C)(C)(C)OC(=O)N1C[C@H]([C@@H](C1)C1=CC(=CC=C1)OCCCCOC1=CC=C(C=C1)C1C(NC(CC1)=O)=O)C#N.C[Si](N1CCN(CC1)CCC[Si](OC)(OC)OC)(C)C 1-trimethylsilyl-4-(3-(trimethoxysilyl)propyl)piperazine trans-tert-butyl-3-cyano-4-(3-(4-(4-(2,6-dioxopiperidin-3-yl)phenoxy)butoxy)phenyl)pyrrolidine-1-carboxylate